(2R,3R,4S,5R,6R)-6-((1-(tert-butyl)-1H-1,2,3-triazol-4-yl)methyl)-2-(hydroxymethyl)-5-methoxy-4-(4-(3,4,5-trifluorophenyl)-1H-1,2,3-triazol-1-yl)tetrahydro-2H-pyran-3-ol C(C)(C)(C)N1N=NC(=C1)C[C@@H]1[C@@H]([C@H]([C@H]([C@H](O1)CO)O)N1N=NC(=C1)C1=CC(=C(C(=C1)F)F)F)OC